FC1=CC=C(C(=O)N[C@@H]2CN(C[C@@H]2F)C(CC(F)(F)F)=O)C=C1 4-fluoro-N-[(3R,4S)-4-fluoro-1-(3,3,3-trifluoropropanoyl)pyrrolidin-3-yl]benzamide